N-(6-(2,6-difluoro-3-(pyridine-3-sulfonamido)phenyl)quinazolin-2-yl)pivalamide FC1=C(C(=CC=C1NS(=O)(=O)C=1C=NC=CC1)F)C=1C=C2C=NC(=NC2=CC1)NC(C(C)(C)C)=O